NC1=C(C=2N(C(N(CC2C=N1)C1=C(C(=CC(=C1F)OC)OC)F)=O)C)C1=CC=C(C=C1)F 7-amino-3-(2,6-difluoro-3,5-dimethoxyphenyl)-8-(4-fluorophenyl)-1-methyl-3,4-dihydro-pyrido[4,3-d]pyrimidin-2(1H)-one